BrC1=CC=C(C=C1)P(C=1SC2=C(C1)C=CC=C2)(C=2SC1=C(C2)C=CC=C1)=O (4-bromophenyl)bis(benzothiophen-2-yl)phosphorus oxide